6-amino-2-oxo-6λ6-thiaspiro[3.3]heptane-6-oxide NS1(CC2(CC(C2)=O)C1)=O